N-Tert-butyl-2-[methyl(2-{4-[(2R)-oxiran-2-ylmethoxy]pyridin-2-yl}-5H,6H,7H-cyclopenta[d]pyrimidin-4-yl)amino]acetamide C(C)(C)(C)NC(CN(C=1C2=C(N=C(N1)C1=NC=CC(=C1)OC[C@@H]1OC1)CCC2)C)=O